ClC=1C=C(C(=NC1)OC=1C(=C(C=NC1)CC1=C(C(=NC=C1)NS(=O)(=O)NC)F)C)F {[4-({5-[(5-chloro-3-fluoropyridin-2-yl)oxy]-4-methylpyridin-3-yl}methyl)-3-fluoropyridin-2-yl]sulfamoyl}(methyl)amine